4-(3-(5-(cyclopropyl-(6-ethoxy-2,3-difluorobenzyl)amino)-2-fluoro-4-methoxyphenyl)ureido)thiophene-2,3-dicarboxylic acid dimethyl ester COC(=O)C=1SC=C(C1C(=O)OC)NC(=O)NC1=C(C=C(C(=C1)N(CC1=C(C(=CC=C1OCC)F)F)C1CC1)OC)F